FC1=C(C(=O)N)C=CC(=C1)C1=NC(=CN=C1)OC(C)C 2-fluoro-4-(6-isopropoxypyrazin-2-yl)benzamide